C(#N)C1=C(C=C(CNC(=O)C2=CC=3C(=C(N=NC3)OCC3(CC3)S(=O)(=O)NCC(=O)OCC)N(C2=O)C)C=C1)F Ethyl ((1-(((3-((4-cyano-3-fluorobenzyl)carbamoyl)-1-methyl-2-oxo-1,2-dihydropyrido[2,3-d]pyridazin-8-yl)oxy)methyl)cyclopropyl)sulfonyl)glycinate